C(C)(C)N1N=C(C=C1)C1=C(C2=C(N=C(N=C2NC[C@H]2N(CCOC2)C)C=2N(C=CN2)C)S1)C |r| rac-6-(1-Isopropyl-1H-pyrazol-3-yl)-5-methyl-2-(1-methyl-1H-imidazol-2-yl)-N-((4-methyl-morpholin-3-yl)methyl)thieno[2,3-d]pyrimidin-4-amine